2-acetamidothiophene C(C)(=O)NC=1SC=CC1